(3-formyl-1H-pyrazol-1-yl)-4-methylnicotinonitrile C(=O)C1=NN(C=C1)C1=C(C#N)C(=CC=N1)C